ClC=1C=C(N=NC1OC)C(C)=O 1-(5-chloro-6-methoxypyridazin-3-yl)ethan-1-one